3,5-diisobutyl-4-hydroxybenzoic acid C(C(C)C)C=1C=C(C(=O)O)C=C(C1O)CC(C)C